[1,2,4]triazolo[4,3-a]quinoxalin-4(5H)-one C1=NN=C2N1C1=CC=CC=C1NC2=O